COC(=O)C=1C=C2C(=NC1)N(C=C2)CC(=O)O 2-(5-(methoxycarbonyl)-1H-pyrrolo[2,3-b]pyridin-1-yl)acetic acid